methyl 5-(5-{(1S)-1-[(tert-butoxycarbonyl)amino]ethyl}-3-cyclopropyl-1H-1,2,4-triazol-1-yl)pyrazine-2-carboxylate C(C)(C)(C)OC(=O)N[C@@H](C)C1=NC(=NN1C=1N=CC(=NC1)C(=O)OC)C1CC1